3-((2-chloro-6-hydroxybenzylidene)amino)-coumarin ClC1=C(C=NC=2C(OC3=CC=CC=C3C2)=O)C(=CC=C1)O